CN(C1=NC=2N(C3=CC=CC=C13)C=NN2)C=2C=C(C=CC2)C2=CC=C(C=C2)C N-Methyl-N-(4'-methyl-[1,1'-biphenyl]-3-yl)-[1,2,4]triazolo[4,3-a]quinazolin-5-amine